C(=O)(OC(C)(C)C)C1N(CCCC1)C=O Boc-piperidineformaldehyde